3-(6-chloro-2-(1H-indazol-6-yl)-5-(methylcarbamoyl)-1H-benzo[d]imidazol-1-yl)-4,4-dimethylpentanoic acid ClC=1C(=CC2=C(N(C(=N2)C2=CC=C3C=NNC3=C2)C(CC(=O)O)C(C)(C)C)C1)C(NC)=O